C(C)(C)[Si](C(C)C)(C(C)C)Cl Tri-isopropylsilyl chloride